NC=1N=C(N2C1C(NC(C2)=O)C2=C(C=CC(=C2)F)Cl)OC=2C=NC=CC2 1-amino-8-(2-chloro-5-fluorophenyl)-3-(pyridin-3-yloxy)-7,8-dihydroimidazo[1,5-a]pyrazin-6(5H)-one